Methyl 2-(2-((3S,8aR*)-7-(3-chloro-2-fluoro-6-(1H-tetrazol-1-yl)phenyl)-5-oxo-1,2,3,5,8,8a-hexahydroindolizin-3-yl)-1H-imidazol-4-yl)phenylcarbamate ClC=1C(=C(C(=CC1)N1N=NN=C1)C1=CC(N2[C@@H](CC[C@@H]2C1)C=1NC=C(N1)C1=C(C=CC=C1)NC(OC)=O)=O)F |o1:19|